[N+](=O)([O-])[O-].[Pr+3].[N+](=O)([O-])[O-].[N+](=O)([O-])[O-] praseodymium nitrate salt